C1(CC1)CNCC=1C=C(C2=C(N=C(O2)C2=CC(=CC(=N2)NCCCC#N)C2=C(C=CC(=C2)C(F)(F)F)C2=NN=CN2C)C1)C(F)(F)F 4-{[6-(5-{[(cyclopropylmethyl)amino]methyl}-7-(trifluoromethyl)-1,3-benzoxazol-2-yl)-4-[2-(4-methyl-1,2,4-triazol-3-yl)-5-(trifluoromethyl)phenyl]pyridin-2-yl]amino}butanenitrile